CC1=C2NC(=C1)C=C1C(=C(C(=N1)C=C1C(=C(C(N1)=CC=1C(=C(C(N1)=C2)C)CCC(=O)O)CCC(=O)O)C)C=C)C 2,7,12,18-tetramethyl-8-vinyl-21h,23h-porphyrin-13,17-dipropionic acid